5-methoxypentan-1-ol COCCCCCO